tert-butyl 2-chloro-7-oxo-5,6,7,9,10,11-hexahydro-8H-pyrido[3',4':4,5]pyrrolo[2,3-f]isoquinoline-8-carboxylate ClC=1N=CC=2CCC3=C(C2C1)NC1=C3C(N(CC1)C(=O)OC(C)(C)C)=O